[Br-].OC1=C(C=C(C=C1)C)/C(=C/C1=CCN(C=C1)C)/C1=CC=C(C=C1)F (E)-4-(2-(2-hydroxy-5-methylphenyl)-2-(4-fluorophenyl)vinyl)-1-methylpyridine bromide